NC1=NC=CC2=CC=C(C=C12)C=1C=C2C(=NNC2=CC1)C(=O)N1CCC(CC1)N (5-(1-aminoisoquinolin-7-yl)-1H-indazol-3-yl)(4-aminopiperidin-1-yl)methanone